OC=1C=C(C=CC1O)C1=NNC(=C1)C1=CC(=CC=C1)F 3-(3,4-Dihydroxyphenyl)-5-(3-fluorophenyl)-1H-pyrazole